C1(CCCC1)N1C(C=CC2=C1N=C(N=C2)S(=O)(=O)C)=O 8-cyclopentyl-2-(methylsulfonyl)-pyrido[2,3-d]pyrimidin-7(8H)-one